NC1=C(C(NC2=C(C=CC=C12)C1=C(C=CC(=C1)CN1CCC2(CN(C2)C)CC1)F)=O)C(=O)NCCC 4-amino-8-(2-fluoro-5-((2-methyl-2,7-diazaspiro[3.5]nonan-7-yl)methyl)phenyl)-2-oxo-N-propyl-1,2-dihydroquinoline-3-carboxamide